(E)-3-((3,3-dibutyl-5-(4-(tert-butylcarbamoyl)phenyl)-7-(methylsulfanyl)-1,1-dioxido-2,3,4,5-tetrahydro-1,5-benzothiazepin-8-yl)oxy)acrylic acid C(CCC)C1(CS(C2=C(N(C1)C1=CC=C(C=C1)C(NC(C)(C)C)=O)C=C(C(=C2)O/C=C/C(=O)O)SC)(=O)=O)CCCC